1-sulfohexyl-3-methylimidazole triflate OS(=O)(=O)C(F)(F)F.S(=O)(=O)(O)C(CCCCC)C1=NC=CN1C